2-[(2R)-2-methyl-5-oxopyrrolidin-1-yl]-4,6-bis(trifluoromethyl)phenyl N-(4-fluorophenyl)-N-methylcarbamate FC1=CC=C(C=C1)N(C(OC1=C(C=C(C=C1C(F)(F)F)C(F)(F)F)N1[C@@H](CCC1=O)C)=O)C